ClC1=C(C=C(CC2=NN=C(O2)[C@@H]2CC[C@H](CC2)NC(COC2=CC(=C(C=C2)Cl)F)=O)C=C1)F N-(trans-4-(5-(4-chloro-3-fluorobenzyl)-1,3,4-oxadiazol-2-yl)cyclohexyl)-2-(4-chloro-3-fluorophenoxy)acetamide